N1CCC2(CC1)CC=1C(=NC=CC1)[C@H]2N (S)-5,7-dihydrospiro[cyclopenta[b]pyridin-6,4'-piperidin]-7-amine